7-oxo-6-((R)-1-((triethylsilyl)oxy)ethyl)-1-azabicyclo[3.2.0]hept-2-ene-2-carboxylic acid O=C1C(C2CC=C(N12)C(=O)O)[C@@H](C)O[Si](CC)(CC)CC